diphosphoramidite P([O-])(OP([O-])[O-])N